(4S)-4-Amino-5-{4-[(2R)-4-carboxy-2-{[(9H-fluoren-9-ylmethoxy)carbonyl]amino}butanamido]phenyl}-2,2-dimethylpentanoic acid N[C@H](CC(C(=O)O)(C)C)CC1=CC=C(C=C1)NC([C@@H](CCC(=O)O)NC(=O)OCC1C2=CC=CC=C2C=2C=CC=CC12)=O